C(C)(=O)C1=C(C2=C(N=C(N=C2)NC2=CC=C(C=N2)N2CCN(CC2)S(=O)(=O)N)N(C1=O)C1CCCC1)C 4-(6-((6-acetyl-8-cyclopentyl-5-methyl-7-oxo-7,8-dihydropyrido[2,3-d]pyrimidin-2-yl)amino)pyridin-3-yl)-piperazine-1-sulfonamide